COC1=CC=C(C=C1)C1=CC=C(C=C1)CNS(=O)(C1=CC=C(C=C1C=1C(=CC=CC1)C1=CC=CC=C1)N)=O N-((4'-methoxy-[1,1'-biphenyl]-4-yl)methyl)-[1,1'-biphenyl]-4-sulfanilamide